NC=1N=C(C2=C(N1)C=CN2CC2=C(C=C(C=C2)COCCOCCOCCOCCNC(CN2C(C=CC2=O)=O)=O)OC)NCCCCC N-[1-(4-{[2-Amino-4-(pentylamino)-5H-pyrrolo[3,2-d]pyrimidin-5-yl]methyl}-3-methoxyphenyl)-2,5,8,11-tetraoxatridecan-13-yl]-2-(2,5-dioxo-2,5-dihydro-1H-pyrrol-1-yl)acetamide